bis(2,6-di-tert-butylphenyl)pentaerythritol C(C)(C)(C)C1=C(C(=CC=C1)C(C)(C)C)C(O)(C(CO)(CO)CO)C1=C(C=CC=C1C(C)(C)C)C(C)(C)C